Boc-3-pyrrolidinone CC(C)(C)OC(=O)N1CCC(=O)C1